cyanomethyl N-methyl-N-(pent-4-enoyl)-O-((2S)-2-((tetrahydro-2H-pyran-2-yl) oxy) propyl)-L-serinate CN([C@@H](COC[C@H](C)OC1OCCCC1)C(=O)OCC#N)C(CCC=C)=O